tert-butyl (3-(3-(((4-bromopyridin-2-yl)methyl)amino)-3-oxopropyl)phenyl)carbamate BrC1=CC(=NC=C1)CNC(CCC=1C=C(C=CC1)NC(OC(C)(C)C)=O)=O